C(C)(C)(C)OC(=O)N1CCC(CC1)(C(=O)O)C(=O)N1CC(C(C1)(F)F)(F)F 1-(tert-Butoxycarbonyl)-4-(3,3,4,4-tetrafluoropyrrolidine-1-carbonyl)piperidine-4-carboxylic acid